S(=O)(=O)(OO[O-])O.[K+] potassium oxidooxy hydrogen sulfate